C(CCCCCC)C1=C(C=CC=C1)NC(=O)N 1-(heptylphenyl)urea